2-decalin-4a-yl-ethanone C1CCCC2(CCCCC12)CC=O